C[C@H]([C@@H]1[C@H]2CC(=C(N2C1=O)C(=O)O)SCCN=CN)O The molecule is a broad-spectrum, intravenous beta-lactam antibiotic of the carbapenem subgroup. It has a role as an antibacterial drug. It is a beta-lactam antibiotic allergen and a member of carbapenems.